FC1=C(C(=CC=C1)F)N1N=CC=2C1=NC=C(C2N(C)C)C(=O)O 1-(2,6-difluorophenyl)-4-(dimethylamino)-1H-pyrazolo[3,4-b]pyridine-5-carboxylic acid